(7S)-9-(2,6-difluorophenyl)-3,7-dimethyl-18-thia-2,4,5,8-tetraazatetracyclo[8.8.0.02,6.011,17]octadeca-1(10),3,5,8,11(17)-pentaen-15-one FC1=C(C(=CC=C1)F)C1=N[C@H](C2=NN=C(N2C=2SC=3CC(CCCC3C12)=O)C)C